Cl.C(C)N1C2C3=CC=CC=C3C1CCC2 12-Ethyl-12-azatricyclo[6.3.1.02,7]Dodeca-2,4,6-triene hydrochloride